racemic-2-((2S,2S)-2-(4-(difluoromethoxy)phenyl)cyclopropyl)-4,4,5,5-tetramethyl-1,3,2-dioxaborolane FC(OC1=CC=C(C=C1)[C@@H]1[C@@H](C1)B1OC(C(O1)(C)C)(C)C)F |&1:10|